C(C1=CC=CC=C1)OC1=C(C=CC=C1F)C1=CC(=CC=C1F)C[C@]1(C[C@H](CC1)NC(=O)OC(C)(C)C)C=1OC=C(N1)C(=O)OCC ethyl 2-[(1R,3S)-1-{[2'-(benzyloxy)-3',6-difluoro-[1,1'-biphenyl]-3-yl]methyl}-3-[(tert-butoxycarbonyl)amino]cyclopentyl]-1,3-oxazole-4-carboxylate